N,1,1-tris(4-methoxyphenyl)methanimine iridium [Ir].COC1=CC=C(C=C1)N=C(C1=CC=C(C=C1)OC)C1=CC=C(C=C1)OC